(S)-2-methoxy-1-(6-(3-methyl-1H-pyrrolo[2,3-b]pyridin-5-yl)-4-(pyrrolidin-2-yl)isoindolin-2-yl)ethan-1-one COCC(=O)N1CC2=CC(=CC(=C2C1)[C@H]1NCCC1)C=1C=C2C(=NC1)NC=C2C